((2R,3S,4S,5R,6R)-3,4,5-trihydroxy-6-(((R)-5-oxotetrahydrofuran-3-yl)oxy)tetrahydro-2H-pyran-2-yl)methyl (E)-3-(4-chlorophenyl)acrylate ClC1=CC=C(C=C1)/C=C/C(=O)OC[C@H]1O[C@H]([C@@H]([C@H]([C@@H]1O)O)O)O[C@H]1COC(C1)=O